N(=[N+]=[N-])C(CO)O azido-monoethylene glycol